C(#N)CC[C@@]1(C[C@H](O)[C@@H](COC(C2=CC=C(C=C2)OC)(C2=CC=C(C=C2)OC)C2=CC=CC=C2)O1)N1C(=O)NC(=O)C(C)=C1 2-cyanoethyl-5'-O-(4,4'-dimethoxytrityl)thymidine